perfluorotrimethoxysilane F[Si](OC(F)(F)F)(OC(F)(F)F)OC(F)(F)F